NC(=O)C1=CC=CC2=CN(N=C12)C1=CC=C(C(=O)NC2CC[NH+](CC2)C)C=C1 4-({4-[7-(aminocarbonyl)-2H-indazol-2-yl]benzoyl}amino)-1-methylpiperidinium